CC1=C(C=CC2=C(C(=CC=C12)OC)C)O 1,5-dimethyl-6-methoxy-beta-naphthol